C1(CCCC1)OC=1C=C(C=CC1OC)[C@H](CC1=CC=NC=C1)C1=CC=CC=C1 4-[(2R)-2-[3-(cyclopentyloxy)-4-methoxyphenyl]-2-phenylethyl]-pyridine